C(C)(C)(C)C1=C(C(=C(C(=C1O)C)C)C)C 6-t-butyltetramethylphenol